NCC(O)C=1C(=NC=CC1)OC1=C(C=CC=C1)OCC1=CC=CC=C1 2-amino-1-(2-(2-(benzyloxy)phenoxy)pyridin-3-yl)ethan-1-ol